C[C@H]1N(C[C@@H](N(C1)C=1C2=C(N=CN1)N(C=C2C2=CC=NC=C2)S(=O)(=O)C2=CC=C(C)C=C2)C)C(=O)OC(C)(C)C tert-butyl (2R,5S)-2,5-dimethyl-4-(5-(pyridin-4-yl)-7-tosyl-7H-pyrrolo[2,3-d]pyrimidin-4-yl)piperazine-1-carboxylate